(2R)-2-Amino-N-[2-fluoro-4-(1H-pyrrolo[2,3-b]pyridin-4-yl)phenyl]-3,3-dimethyl-butanamide N[C@@H](C(=O)NC1=C(C=C(C=C1)C1=C2C(=NC=C1)NC=C2)F)C(C)(C)C